4-(2-(4-methoxyphenyl)propan-2-yl)Thiazole COC1=CC=C(C=C1)C(C)(C)C=1N=CSC1